methylcyclopropylsulfide CSC1CC1